BrC=1C(=NC(=CC1)NCCCC1=C(N=NC(=C1C)Cl)Cl)C(=O)OCC1=CC=C(C=C1)OC (4-methoxyphenyl)methyl 3-bromo-6-[3-(3,6-dichloro-5-methyl-pyridazin-4-yl)propylamino]pyridine-2-carboxylate